BrC=1C=C(C=C2C(N(C(=NC12)C1(CCOCC1)C)C)=O)C 8-bromo-3,6-dimethyl-2-(4-methyltetrahydro-2H-pyran-4-yl)quinazolin-4(3H)-one